5-Formyl-4-methyl-1-(2-(3-methyl-4-(methylsulfonyl)piperazin-1-yl)propyl)-1H-indole-2-carbonitrile C(=O)C=1C(=C2C=C(N(C2=CC1)CC(C)N1CC(N(CC1)S(=O)(=O)C)C)C#N)C